S(=O)(=O)(O)C1=CC=CC=C1.CN1CCN(CC1)C1=CC=C(C(=O)NC2=NNC3=CC(=CC=C23)OCCOCC2=CC=C(C=C2)C(F)(F)F)C=C1 4-(4-methyl-piperazin-1-yl)-N-{6-[2-(4-trifluoromethyl-benzyloxy)-ethoxy]-1H-indazol-3-yl}-benzamide besylate